1,2-propanediamine-β-ethanesulfonate salt CCS(=O)(=O)O.C(C(C)N)N